cis-allyl-phosphoric acid C(C=C)OP(O)(O)=O